NC=1C2=C(N=CN1)N(C=C2C2=CC=C(C=C2)NC(=O)C2=C1N(N(C2=O)C2=CC=CC=C2)CCC1)C N-(4-(4-amino-7-methyl-7H-pyrrolo[2,3-d]pyrimidin-5-yl)phenyl)-2-oxo-1-phenyl-2,4,5,6-tetrahydro-1H-pyrrolo[1,2-b]pyrazole-3-carboxamide